acetyl-N-((S)-1-(3-chloro-2-fluorophenyl)ethyl)-2-azabicyclo[3.1.0]Hexane-3-carboxamide C(C)(=O)C12NC(CC2C1)C(=O)N[C@@H](C)C1=C(C(=CC=C1)Cl)F